NC1=C(C=C(C=N1)NC(C(=O)N1[C@H](CC[C@@H](C1)C)C1=CC=C(C=C1)CCN(C)C)=O)C |r| Racemic-N-(6-amino-5-methyl-3-pyridyl)-2-[(2R,5S)-2-[4-[2-(dimethylamino)ethyl]phenyl]-5-methyl-1-piperidyl]-2-oxo-acetamide